(2S,4S)-2-((difluoromethoxy)methyl)-4-(4-(trifluoromethoxyphenoxy)pyrrolidin-1-yl)nicotinic acid FC(OCC1=C(C(=O)O)C(=CC=N1)N1CC[C@@H](C1)OC1=C(C=CC=C1)OC(F)(F)F)F